1-chloro-1,3-dithiacyclobutane ClS1CSC1